FC(COC=1C(=NC(=NC1OC)NS(=O)(=O)C1=CNC(=C1)C=1C(N(C=CC1)C)=O)OC)F N-[5-(2,2-difluoroethoxy)-4,6-dimethoxy-pyrimidin-2-yl]-5-(2-keto-1-methyl-3-pyridyl)-1H-pyrrole-3-sulfonamide